ICC(=O)NCOC(=O)C1CCCCC1 ((iodoacetyl)amino)methylcyclohexane-1-carboxylate